1-(4-(2-(3-(dimethylamino)pyrrolidin-1-yl)-7-(3-hydroxynaphthalen-1-yl)-5,6,7,8-tetrahydropyrido[3,4-d]pyrimidin-4-yl)piperazin-1-yl)prop-2-en-1-one CN(C1CN(CC1)C=1N=C(C2=C(N1)CN(CC2)C2=CC(=CC1=CC=CC=C21)O)N2CCN(CC2)C(C=C)=O)C